CC1(N(CC(C1)=O)CCCCC(=O)O)C 5-(2,2-dimethyl-4-oxopyrrolidin-1-yl)pentanoic acid